5-[3-[[(3S)-4-benzoyl-3-methyl-piperazin-1-yl]methyl]5-chloro-2-methyl-anilino]-1,3,4-oxadiazole-2-carboxamide C(C1=CC=CC=C1)(=O)N1[C@H](CN(CC1)CC=1C(=C(NC2=NN=C(O2)C(=O)N)C=C(C1)Cl)C)C